C(C)OC(=O)C=1C(=C2C(=NC1)NC=C2)N[C@H]2CN(CCC2)C(=O)OC(C)(C)C (R)-4-((1-(tert-butoxycarbonyl)piperidin-3-yl)amino)-1H-pyrrolo[2,3-b]pyridine-5-carboxylic acid ethyl ester